C(C)C1=C(C=CC(=C1)O)N=C(N)C1=C(C=2N(N=C1)C=C(C2)C2=CC=CC=C2)N[C@H]2[C@H](CCCC2)C(F)(F)F N'-(2-ethyl-4-hydroxyphenyl)-6-phenyl-4-((cis-2-(trifluoromethyl)cyclohexyl)-amino)pyrrolo[1,2-b]pyridazine-3-carboximidamide